[Br-].CC1=C([N+]2=C(C3=[N+]1C=CC=C3)C=CC=C2)C2=CC=CC=C2.[Br-] 6-methyl-7-phenyldipyrido[1,2-a:2',1'-c]pyrazine-5,8-diium bromide